(4R)-4-(1-ethyl-1-hydroxy-propyl)-2,2-dimethyl-oxazolidine-3-carboxylic acid tert-butyl ester C(C)(C)(C)OC(=O)N1C(OC[C@@H]1C(CC)(O)CC)(C)C